ClCCNC(OC(C)(C)C)=O tert-butyl (2-chloroethyl)carbamat